C(C)OC=1C(=CC2=C(OCCN2C(CN2[C@H](CN[C@@H](C2)C)CN2[C@@H](COCC2)C)=O)N1)CC1=CC=C(C=C1)F 1-(6-ethoxy-7-(4-fluorobenzyl)-2,3-dihydro-1H-pyrido[2,3-b][1,4]oxazin-1-yl)-2-((2R,5R)-5-methyl-2-(((R)-3-methylmorpholino)methyl)piperazin-1-yl)ethan-1-one